P(O)(=O)(OP(=O)(O)OP(=O)(O)O)OC[C@@H]1[C@H](C[C@@H](O1)N1C(=O)N=C(N)C(=C1)I)O 5-Iodo-deoxycytidine-triphosphate